2-(3-chlorophenyl)-oxazolopyridine ClC=1C=C(C=CC1)C=1OC2=C(C=CC=N2)N1